4-chloro-N-ethyl-6,7-dimethoxy-N-methylquinazolin-2-amine ClC1=NC(=NC2=CC(=C(C=C12)OC)OC)N(C)CC